The molecule is a member of the class of tetrahydropyridines that is 2,3-dihydroxy-4-methoxy-1-methyl-6-oxo-1,2,3,6-tetrahydropyridine-3-carbonitrile having a beta-D-glucosyl residue attached at position 3 via a glycosidic bond. It has a role as a plant metabolite. It is a beta-D-glucoside, a tetrahydropyridine, an enol ether, a delta-lactam and an aliphatic nitrile. CN1[C@H]([C@](C(=CC1=O)OC)(C#N)O[C@H]2[C@@H]([C@H]([C@@H]([C@H](O2)CO)O)O)O)O